C1CCC2=CC(=CC=C12)C(C)=NNC(N)=S 2-[1-(2,3-dihydro-1H-inden-5-yl)ethylidene]hydrazinecarbothioamide